6-chloro-4-(6-azaspiro[2.5]oct-6-yl)nicotinoyl chloride ClC1=NC=C(C(=O)Cl)C(=C1)N1CCC2(CC2)CC1